COC(N(C[C@H]1NCCC1)C1(CC1)C1=CC(=C(C=C1)F)C(F)(F)F)=O.C(C)N[SiH2][SiH2][SiH3] ethylaminotri-silane Methyl-(S)-(1-(4-fluoro-3-(trifluoromethyl)phenyl)cyclopropyl)(pyrrolidin-2-ylmethyl)carbamate